2-[6-(8-azabicyclo[3.2.1]oct-2-en-3-yl)pyridazin-3-yl]-5-(1H-pyrazol-4-yl)phenol hydrochloride Cl.C12C=C(CC(CC1)N2)C2=CC=C(N=N2)C2=C(C=C(C=C2)C=2C=NNC2)O